6-chloro-1-tetrahydropyran-2-yl-1H-pyrazolo[3,4-b]pyrazine-5-methanol ClC1=C(N=C2C(=N1)N(N=C2)C2OCCCC2)CO